6-(Bromomethyl)pyridazine-3-carboxylic acid BrCC1=CC=C(N=N1)C(=O)O